2-amino-N-(4-(benzylthio)phenyl)-2,3-dihydro-1H-indene-2-carboxamide, hydrochloride Cl.NC1(CC2=CC=CC=C2C1)C(=O)NC1=CC=C(C=C1)SCC1=CC=CC=C1